11,17-dimethyl-pentatriacontane CC(CCCCCCCCCC)CCCCCC(CCCCCCCCCCCCCCCCCC)C